C1(=C(C=CC=C1)C(C)(C)N)C(C)(C)N 2,2'-(1,2-phenylen)bis(propan-2-amin)